5-(1H-pyrazol-1-yl)-2-(6-(pyrrolidin-3-yloxy)pyridazin-3-yl)phenol N1(N=CC=C1)C=1C=CC(=C(C1)O)C=1N=NC(=CC1)OC1CNCC1